[Ru].[Ce] cerium-ruthenium